C1(CC1)CN(CC(=O)O)C 2-[(CYCLOPROPYLMETHYL)(METHYL)AMINO]ACETIC ACID